(S)-glycidylacetate C([C@H]1CO1)CC(=O)[O-]